N-(benzo[d]thiazol-5-yl)-1-((6-chloropyridin-3-yl)sulfonyl)-3-fluoropiperidine-4-carboxamide S1C=NC2=C1C=CC(=C2)NC(=O)C2C(CN(CC2)S(=O)(=O)C=2C=NC(=CC2)Cl)F